C(C)NC1=NC=CC(=C1)C(=O)NC1CCC(CC1)NC1=CC=CC=2N1C=C(N2)C(F)(F)F 2-(ethylamino)-N-[(1s,4s)-4-{[2-(trifluoromethyl)imidazo[1,2-a]pyridin-5-yl]amino}cyclohexyl]pyridine-4-carboxamide